COC1=C2C=NNC(C2=CC(=C1)OC)=O 5,7-dimethoxyphthalazinone